3-(3-(methylsulphonyl)phenyl)propanoate CS(=O)(=O)C=1C=C(C=CC1)CCC(=O)[O-]